C(CC1=CC=CC=C1)C=1C(=C(C=CC1)O)CCCC1=CC=CC=C1 phenethylphenylpropyl-phenol